5-((6-(5-(((4-(difluoromethyl)pyrimidin-2-yl)oxy)methyl)-1-methyl-1H-1,2,3-triazole-4-yl)-2-methylpyridin-3-yl)oxy)-1-fluorooctahydropentalene-1-carboxylic acid FC(C1=NC(=NC=C1)OCC1=C(N=NN1C)C1=CC=C(C(=N1)C)OC1CC2CCC(C2C1)(C(=O)O)F)F